pyrrolo[1,2-b][1,2,4]triazole-7-ol N=1C=2N(NC1)C=CC2O